C(C)C1=C(C(OC12CC1(CCCCC1)CO2)=O)C2=CC=CC=C2 4-Ethyl-3-phenyl-1,14-dioxadispiro[4.1.57.25]tetradec-3-en-2-on